N-cyclopropyl-3-(difluoromethyl)-N-(2-ethyl-5-methylbenzyl)-5-fluoro-1-methyl-1H-pyrazole-4-carboxamide C1(CC1)N(C(=O)C=1C(=NN(C1F)C)C(F)F)CC1=C(C=CC(=C1)C)CC